CC1=NN2C(N(C([C@H](CC2)NC(=O)C=2N=CC3=C(N2)C(OC3)(C)CC)=O)C)=C1 N-((S)-2,4-Dimethyl-5-oxo-5,6,7,8-tetrahydro-4H-pyrazolo[1,5-a][1,3]diazepin-6-yl)-7-ethyl-7-methyl-5,7-dihydrofuro[3,4-d]pyrimidin-2-carboxamid